2-methyl-4-(3-methyl-5-nitro-pyrazol-1-yl)butan-2-ol CC(C)(CCN1N=C(C=C1[N+](=O)[O-])C)O